N[C@H]1CS(C2=C(N(C1=O)CC1=CC=C(C=C1)CN)C=C(C(=C2)F)C=2OC(=NN2)C(C)(C)C)(=O)=O (3R)-3-amino-5-[[4-(aminomethyl)phenyl]methyl]-7-(5-tert-butyl-1,3,4-oxadiazol-2-yl)-8-fluoro-1,1-dioxo-2,3-dihydro-1λ6,5-benzothiazepin-4-one